C(C)(=O)C1=NN(C=2C=CC=C(C12)C(=O)OC)CC(=O)N(C1CC1)CC(=O)NCC1=C(C(=CC=C1)Cl)F methyl 3-acetyl-1-(2-((2-((3-chloro-2-fluorobenzyl) amino)-2-oxoethyl) (cyclopropyl) amino)-2-oxoethyl)-1H-indazole-4-carboxylate